N-((3S,4S)-3-(3-((2-((3S,4R)-3-fluoro-4-methoxypiperidin-1-yl)pyrimidin-4-yl)amino)-8-(3-((methylsulfonyl)methyl)azetidin-1-yl)isoquinolin-5-yl)tetrahydro-2H-pyran-4-yl)but-2-ynamide F[C@H]1CN(CC[C@H]1OC)C1=NC=CC(=N1)NC=1N=CC2=C(C=CC(=C2C1)[C@@H]1COCC[C@@H]1NC(C#CC)=O)N1CC(C1)CS(=O)(=O)C